(R)-2-(4-cyanophenyl)-N-(pyrrolidin-3-yl)-1-(p-tolyl)-1H-benzo[d]imidazole-5-carboxamide C(#N)C1=CC=C(C=C1)C1=NC2=C(N1C1=CC=C(C=C1)C)C=CC(=C2)C(=O)N[C@H]2CNCC2